C(C)OC1=C(C=CC(=C1)C1=NN=CN1CC)NC=1N=CC2=C(N1)C(=NC(=C2)C)N2CC1(CCO1)C2 N-(2-ethoxy-4-(4-ethyl-4H-1,2,4-triazol-3-yl)phenyl)-6-methyl-8-(1-oxa-6-azaspiro[3.3]heptan-6-yl)pyrido[3,4-d]pyrimidin-2-amine